C(C)OCC1(CCN(CC1)C(=O)OC(C)(C)C)C tert-butyl 4-(ethoxymethyl)-4-methylpiperidine-1-carboxylate